FC=1C=C(C2=C(C1)C1(CC1)CO2)NC2=NC=1N(C(=C2)NC)N=CC1C(=O)N[C@H]1[C@H](C1)F 5-((5-Fluoro-2H-spiro[benzofuran-3,1'-cyclopropan]-7-yl)amino)-N-((1R,2S)-2-fluorocyclopropyl)-7-(methylamino)pyrazolo[1,5-a]pyrimidine-3-carboxamide